4-(difluoromethyl)-6-(6-ethynyl-4-methylpyridin-3-yl)-5-(3-fluoro-4-((4-methylpyrimidin-2-yl)oxy)phenyl)-7-methyl-7H-pyrrolo[2,3-d]pyrimidine FC(C=1C2=C(N=CN1)N(C(=C2C2=CC(=C(C=C2)OC2=NC=CC(=N2)C)F)C=2C=NC(=CC2C)C#C)C)F